phenethyl-aluminum C(CC1=CC=CC=C1)[Al]